S(S)C(C)O disulfaneyl-ethanol